N-[(1S)-5-[2-(2-aminopyridin-3-yl)-5-(3-methyl-1,2,4-oxadiazol-5-yl)imidazo[4,5-b]pyridin-3-yl]-2,3-dihydro-1H-inden-1-yl]-3-formyl-4-hydroxybenzamide NC1=NC=CC=C1C1=NC=2C(=NC(=CC2)C2=NC(=NO2)C)N1C=1C=C2CC[C@@H](C2=CC1)NC(C1=CC(=C(C=C1)O)C=O)=O